C1(CC1)C1=NOC(=N1)C12CCC(CC1)(CC2)CN(C(=O)C2CCOCC2)C2=CC(=CC=C2)C=2OC=C(N2)C(F)F N-((4-(3-cyclopropyl-1,2,4-oxadiazol-5-yl)bicyclo[2.2.2]octan-1-yl)methyl)-N-(3-(4-(difluoromethyl)oxazol-2-yl)phenyl)tetrahydro-2H-pyran-4-carboxamide